C1C(CC2=CC=CC=C12)NC1=NC=C(C=C1)C(=O)O 2-((2,3-dihydro-1H-inden-2-yl)amino)pyridine-5-carboxylic acid